Isopropyl 3-hydroxy-3-(pyridin-2-yl)butanoate OC(CC(=O)OC(C)C)(C)C1=NC=CC=C1